2,6-dibromo-4-(methoxymethyl)pyridine BrC1=NC(=CC(=C1)COC)Br